ethyl 2-(4-(8-(((benzyloxy)carbonyl)(methyl)amino)-1-bromo-3,7,7-trimethyl-2-oxooctan-3-yl)phenyl)acetate C(C1=CC=CC=C1)OC(=O)N(CC(CCCC(C(CBr)=O)(C)C1=CC=C(C=C1)CC(=O)OCC)(C)C)C